methyl 1-((1-((tert-butoxycarbonyl) amino) cyclopropyl) methyl)-2-((4-(6-((4-cyano-2-fluorobenzyl) oxy) pyridin-2-yl) piperidin-1-yl) methyl)-1H-benzo[d]imidazole-6-carboxylate C(C)(C)(C)OC(=O)NC1(CC1)CN1C(=NC2=C1C=C(C=C2)C(=O)OC)CN2CCC(CC2)C2=NC(=CC=C2)OCC2=C(C=C(C=C2)C#N)F